FC=1C=CC(=C(C1)C1=CC(=C(N1CCN1CCOCC1)C)C(=O)N(C1=CC=CC=C1)C1=CC=C(C=C1)O)C(=O)N1CC2=CC=CC=C2C[C@H]1C 5-(5-fluoro-2-{[(3R)-3-methyl-3,4-dihydroisoquinolin-2(1H)-yl]carbonyl}phenyl)-N-(4-hydroxyphenyl)-2-methyl-1-[2-(morpholin-4-yl)ethyl]-N-phenyl-1H-pyrrole-3-carboxamide